N-eicosapentaenoyl-phenylalanine C(C=CC=CC=CC=CC=CCCCCCCCCC)(=O)N[C@@H](CC1=CC=CC=C1)C(=O)O